1-methylpiperidin-2,6-dione CN1C(CCCC1=O)=O